6-fluoro-4-[3-(6-methyl-3-pyridyl)-7,8-dihydro-5H-1,6-naphthyridin-6-yl]-2-(trifluoromethyl)quinazoline FC=1C=C2C(=NC(=NC2=CC1)C(F)(F)F)N1CC=2C=C(C=NC2CC1)C=1C=NC(=CC1)C